CN(CCCNC1=NC=2C(C3=CC=NC=C13)=NN1C2C=CN=C1)C N1,N1-dimethyl-N3-(pyrimido[1',6':1,5]pyrazolo[4,3-c][2,7]naphthyridin-5-yl)propane-1,3-diamine